C(C1=CC=CC=C1)SC1=CC=CC2=C1C=CS2 4-(benzylthio)-1-benzothiophene